C(C)(C)(C)OC(=O)N1C(CC(CC1)CO)C([C@H](C)O)O ((2S)-1,2-dihydroxypropyl)-4-(hydroxymethyl)piperidine-1-carboxylic acid tert-butyl ester